(S)-3-chloro-6-(2,5-diaminopentyl)-5,8-dihydrobenzo[5,6]azepino[3,4-b]indol-7(6H)-one hydrochloride salt Cl.ClC1=CC2=C(C3=C(NC=4C=CC=CC34)C(N(C2)C[C@H](CCCN)N)=O)C=C1